C(C)OC1=C(C=NC=C1)C1=C2C=C(NC2=C(C(=C1)C1=CCCN(C1)C(CCN1N=CC=C1)=O)F)C(=O)OC methyl 4-(4-ethoxy-3-pyridyl)-7-fluoro-6-[1-(3-pyrazol-1-ylpropanoyl)-3,6-dihydro-2H-pyridin-5-yl]-1H-indole-2-carboxylate